(S)-1-[(S)-1-({3-[(4,4-Difluoro-1-piperidyl)methyl]-1,5-dioxa-9-aza-9-spiro[5.5]undecyl}carbonyl)-3-methylbutyl]-3-isobutyl-2-piperazinone FC1(CCN(CC1)CC1COC2(OC1)CCN(CC2)C(=O)[C@H](CC(C)C)N2C([C@@H](NCC2)CC(C)C)=O)F